(benzyloxy)-5-(2-bromoacetyl)quinolin-2(1H)-one C(C1=CC=CC=C1)ON1C(C=CC2=C(C=CC=C12)C(CBr)=O)=O